ethyl 9-bromo-2-(5-methylhexahydropyrrolo[3,4-c]pyrrol-2(1H)-yl)-5-oxo-5H-benzo[4',5']thiazolo[3',2':1,6]pyrido[2,3-d]pyrimidine-6-carboxylate BrC1=CC2=C(N3C(=C(C(C4=C3N=C(N=C4)N4CC3CN(CC3C4)C)=O)C(=O)OCC)S2)C=C1